C1(CCC1)N1C=NC2=CC=CC=C2C1=O 3-cyclobutylquinazolin-4(3H)-one